COC([C@@H](C)NC[C@H](CO)N)=O (R)-2-((R)-2-amino-3-hydroxypropylamino)propionic acid methyl ester